6-(((1-(4-bromophenyl)cyclopropyl)methyl)(meth-yl)amino)-N-((1R,2R,4S)-7-cyano-7-azabicyclo[2.2.1]heptan-2-yl)-4-pyrimidinecarboxamide BrC1=CC=C(C=C1)C1(CC1)CN(C1=CC(=NC=N1)C(=O)N[C@H]1[C@H]2CC[C@@H](C1)N2C#N)C